ammonium cetyldimethylammonium chloride [Cl-].C(CCCCCCCCCCCCCCC)[NH+](C)C.[NH4+].[Cl-]